N1-(4-(aminomethyl)phenyl)-N4-(tert-butyl)-N4-ethylbenzene-1,4-diamine NCC1=CC=C(C=C1)NC1=CC=C(C=C1)N(CC)C(C)(C)C